ON=C(O)N1CC2(C1)OCCC2 N-hydroxy-5-oxa-2-azaspiro[3.4]Octane-2-carboxylic acid imide